N-(6-methoxypyridin-2-yl)-7-methyl-2-((tetrahydrofuran-3-yl)methyl)-2H-indazole-5-carboxamide COC1=CC=CC(=N1)NC(=O)C1=CC2=CN(N=C2C(=C1)C)CC1COCC1